[Na].C(C)N1N=CC(=C1)N(S(=O)(=O)NC(=O)NC1=C2CCCC2=CC=2CCCC12)C1CCOCC1 1-[(1-ethyl-1H-pyrazol-4-yl)(oxan-4-yl)sulfamoyl]-3-(1,2,3,5,6,7-hexahydro-s-indacen-4-yl)urea Sodium Salt